3-(1-methyl-1H-pyrazol-5-yl)-2-phenylpyrazolo[1,5-a]pyridin-6-amine CN1N=CC=C1C=1C(=NN2C1C=CC(=C2)N)C2=CC=CC=C2